(S)-tert-butyl 5-(2-(4-(5-chloro-2-(1H-tetrazol-1-yl) phenyl)-2,3-dioxopiperazin-1-yl)-3-(4-(piperidine-1-carboxamido) phenyl) propanamido)-1H-indole-1,2-dicarboxylate ClC=1C=CC(=C(C1)N1C(C(N(CC1)[C@H](C(=O)NC=1C=C2C=C(N(C2=CC1)C(=O)OC(C)(C)C)C(=O)[O-])CC1=CC=C(C=C1)NC(=O)N1CCCCC1)=O)=O)N1N=NN=C1